BrC1=CC=C(C=C1)C1[N+](=CCC=C1)[O-] (4-bromophenyl)-2,5-dihydropyridine 1-oxide